N,N-dimethyl-1-[3-[2-[(2S)-2-methylazetidin-1-yl]-6,7-dihydro-5H-cyclopenta[d]pyrimidin-4-yl]phenyl]methanamine CN(CC1=CC(=CC=C1)C=1C2=C(N=C(N1)N1[C@H](CC1)C)CCC2)C